BrC=1C=C(C=C2C(=C(C(OC12)=S)C)O)C 8-bromo-4-hydroxy-3,6-dimethyl-2H-chromen-2-thione